N-((1R,2R)-2-Cyclopropoxy-1-(5-((S)-2-methoxy-1-((S)-2-oxo-4-(trifluoromethyl)imidazolidin-1-yl)ethyl)-1H-benzo[d]imidazol-2-yl)propyl)-4-cyclopropyl-1,2,5-oxadiazole-3-carboxamide C1(CC1)O[C@@H]([C@@H](C1=NC2=C(N1)C=CC(=C2)[C@@H](COC)N2C(N[C@@H](C2)C(F)(F)F)=O)NC(=O)C2=NON=C2C2CC2)C